1-(4-(4-(5-(2-chloro-6-fluorophenyl)-4,5-dihydroisoxazol-3-yl)thiazol-2-yl)piperidin-1-yl)-2-((2-methoxypyrimidin-5-yl)oxy)ethan-1-one ClC1=C(C(=CC=C1)F)C1CC(=NO1)C=1N=C(SC1)C1CCN(CC1)C(COC=1C=NC(=NC1)OC)=O